C(C)OC(NCCC1=CC(=C(C=C1)OC)F)=O N-[2-(3-fluoro-4-methoxyphenyl)ethyl]carbamic acid ethyl ester